FC(CC1C(C2=CC=CC=C2C1)=O)F difluoroethyl-1-indanone